dithio thiol S(SS)S